ClC1=NC=2C(CCCC2C(=C1C#N)C)NC=1C=C2C(=NN(C2=CC1)C(=O)OC(C)(C)C)I tert-Butyl 5-[(2-chloro-3-cyano-4-methyl-5,6,7,8-tetrahydroquinolin-8-yl)amino]-3-iodoindazole-1-carboxylate